[2-chloro-4-[[3-[1-[(6-methoxypyridazin-3-yl)methyl]-3-(trifluoromethyl)pyrazol-4-yl]imidazo[1,2-a]pyrazin-8-yl]amino]phenyl]-piperazin-1-ylmethanone ClC1=C(C=CC(=C1)NC=1C=2N(C=CN1)C(=CN2)C=2C(=NN(C2)CC=2N=NC(=CC2)OC)C(F)(F)F)C(=O)N2CCNCC2